2-benzothiazole-5-sulfonylbenzothiazole S1C=NC2=C1C=CC(=C2)S(=O)(=O)C=2SC1=C(N2)C=CC=C1